C(#N)C1=C(OC2=CC=C3N=CC(=NC3=C2)CCC2CCN(CC2)C2CCC(CC2)C2=C(C=C(C=C2)NC2C(NC(CC2)=O)=O)F)C(=CC=C1NS(N(C)CC)(=O)=O)F 7-[2-cyano-3-[[ethyl(methyl)sulfamoyl]amino]-6-fluoro-phenoxy]-2-[2-[1-[4-[4-[(2,6-dioxo-3-piperidyl)amino]-2-fluoro-phenyl]cyclohexyl]-4-piperidyl]ethyl]quinoxaline